(2R,3R,11bR)-3-(tert-butoxy)-10-methoxy-9-((1r,3R)-3-methoxycyclobutoxy)-1,3,4,6,7,11b-hexahydro-2H-pyrido[2,1-a]isoquinolin-2-ol C(C)(C)(C)O[C@H]1[C@@H](C[C@H]2N(CCC3=CC(=C(C=C23)OC)OC2CC(C2)OC)C1)O